[Na+].[C@@H]1(C[C@H](O)[C@@H](CO)O1)N1C(=O)N=C(N)C(=C1)C(=O)[O-].N1C(=NC=C1)CC1=CC(=CC=C1)CC=1NC=CN1 1,3-di(imidazolylmethyl)benzene 2'-deoxycytidine-5-carboxylate sodium salt